CC(COC(=O)C=C)(COC(=O)C=C)COC(=O)C=C trimethylolethane triacrylate